NC(C(=O)NCC=1C=C2CN(C(C2=CC1)=O)C1C(NC(CC1)=O)=O)CC1=CNC2=CC=CC=C12 2-amino-N-((2-(2,6-dioxopiperidin-3-yl)-1-oxoisoindolin-5-yl)methyl)-3-(1H-indol-3-yl)propanamide